2-methyl-5-(4-nitrophenyl)hexahydropyrrolo[3,4-c]pyrrole CN1CC2CN(CC2C1)C1=CC=C(C=C1)[N+](=O)[O-]